CN(C(=O)C=1C=CC(OC1)=O)C 5-(dimethylcarbamoyl)pyrON